ClC=1C=C2C=C(NC2=C(C1)F)C(=O)N1C[C@@H](CC1)NC(OC(C)(C)C)=O tert-butyl (R)-(1-(5-chloro-7-fluoro-1H-indole-2-carbonyl)pyrrolidin-3-yl)carbamate